CN(C)CC1=C(C=CC(=N1)NC=1C=CC(=C2CNC(C12)=O)C1=CN=C2N1C=CN=C2)[C@H]2COCC2 (S)-7-((6-((dimethyl-amino)methyl)-5-(tetrahydrofuran-3-yl)pyridin-2-yl)amino)-4-(imidazo[1,2-a]pyrazin-3-yl)isoindolin-1-one